ClC1=C(C(=CC(=C1)C1C2=C(CNC1)SC=C2)O)O 3-chloro-5-(4,5,6,7-tetrahydrothieno[2,3-c]pyridin-4-yl)benzene-1,2-diol